C1(CC(CCC)O1)=O 3-Caprolacton